6,7,8,9-tetrahydro-5H-[1,2,4]triazolo[4,3-a][1,4]diazepine N=1N=CN2C1CNCCC2